ClC1=NC(=CC(=N1)C(=O)NC1CC2=CC=CC=C2C1)NC(C)(CC(C)(C)C)C 2-Chloro-N-(2,3-dihydro-1H-inden-2-yl)-6-((2,4,4-trimethylpentan-2-yl)amino)pyrimidine-4-carboxamide